1-(1-(((4-(7-(difluoromethyl)-1,4-oxazepan-4-yl)-7-(8-ethylnaphthalen-1-yl)-5,6,7,8-tetrahydropyrido[3,4-d]pyrimidin-2-yl)oxy)methyl)cyclopropyl)-N,N-dimethylmethanamine FC(C1CCN(CCO1)C=1C2=C(N=C(N1)OCC1(CC1)CN(C)C)CN(CC2)C2=CC=CC1=CC=CC(=C21)CC)F